NC1=NC=CC=C1C1=NC=2C(=NC(=CC2)C2=CC=CC=C2)N1C1=CC=C(C=C1)C1CN(C1)[C@@H](C(C)C)C1CCC(CC1)C(=O)O (1S,4r)-4-((S)-1-(3-(4-(2-(2-aminopyridin-3-yl)-5-phenyl-3H-imidazo[4,5-b]pyridin-3-yl)phenyl)azetidin-1-yl)-2-methylpropyl)cyclohexane-1-carboxylic acid